Cl.NCC=1C=C(C=C(C1)F)C=1N(C=CC1N)C (3-(aminomethyl)-5-fluorophenyl)-1-methyl-1H-pyrrol-3-amine hydrochloride